O=C1NC(CCC1C1=NN(C2=C(C=CC=C12)OCC(=O)NC1=CC(=NS1)C)C)=O 2-((3-(2,6-dioxopiperidin-3-yl)-1-methyl-1H-indazol-7-yl)oxy)-N-(3-methyl-isothiazol-5-yl)acetamide